5-bromo-4-methoxybenzaldehyde BrC=1C(=CC=C(C=O)C1)OC